FC1=C(C(=CC2=CC=C(C=C12)[C@@H]1CNCC1)O)N1CC(NS1(=O)=O)=O 5-{1-fluoro-3-hydroxy-7-[(3R)-pyrrolidin-3-yl]naphthalen-2-yl}-1λ6,2,5-thiadiazolidine-1,1,3-trione